C1(=CC=CC=C1)C=1C(=C(C(=NC1C1=CC=CC=C1)N1C2=CC=C(C=C2C=2C=C(C=CC12)N1C2=CC=CC=C2C=2C=CC=CC12)N1C2=CC=CC=C2C=2C=CC=CC12)N1C2=CC=C(C=C2C=2C=C(C=CC12)N1C2=CC=CC=C2C=2C=CC=CC12)N1C2=CC=CC=C2C=2C=CC=CC12)C1=CC=C(C=C1)C1=NC=CC=C1 9',9''''-(5,6-diphenyl-4-(4-(pyridin-2-yl)phenyl)pyridine-2,3-diyl)bis(9'H-9,3':6',9''-tercarbazole)